CC(C(=O)OC=C)(CC)C vinyl 2,2-dimethylbutyrate